(Pyridin-2-ylmethyl)-2-(4-(p-tolyl)piperazin-1-yl)ethan-1-amine N1=C(C=CC=C1)CC(CN1CCN(CC1)C1=CC=C(C=C1)C)N